OC[C@H](C1=CC=CC=C1)NC1=CC(=NC=C1C1=NC(=NO1)C12CCN(CC1)CC2)NC2=CC=C1C(=N2)C(NC1=O)(C)C (S)-2-((4-((2-hydroxy-1-phenylethyl)amino)-5-(3-(quinuclidin-4-yl)-1,2,4-oxadiazol-5-yl)pyridin-2-yl)amino)-7,7-dimethyl-6,7-dihydro-5H-pyrrolo[3,4-b]pyridin-5-one